[4-[(E)-3-(4-Hydroxyphenyl)prop-2-enoyl]phenyl] N,N-dimethylcarbamate CN(C(OC1=CC=C(C=C1)C(\C=C\C1=CC=C(C=C1)O)=O)=O)C